C(C)(C)(C)OC(=O)NCC1=CC=C(C=C1)C1=CC=C(C=C1)OCC 4'-(((tert-butoxycarbonyl)amino)methyl)-4-ethoxy-[1,1'-biphenyl]